3-(1-isopropyl-1H-benzo[d][1,2,3]triazol-5-yl)-5-(2-methoxypyridin-4-yl)-1,2,4-oxadiazole C(C)(C)N1N=NC2=C1C=CC(=C2)C2=NOC(=N2)C2=CC(=NC=C2)OC